tert-butyl (2R)-2-formyl-2-methylpyrrolidine-1-carboxylate C(=O)[C@@]1(N(CCC1)C(=O)OC(C)(C)C)C